(2S,3S)-1-cyano-2-methyl-N-(1-phenyl-1H-imidazol-4-yl)pyrrolidine-3-carboxamide C(#N)N1[C@H]([C@H](CC1)C(=O)NC=1N=CN(C1)C1=CC=CC=C1)C